FC1=C(C=C(C=C1C)N1N=C2C([C@@H](N(CC2)C(=O)OC(C)(C)C)C)=C1N1C(N(CC1)C1=CC=CC=C1)=O)C tert-butyl (S)-2-(4-fluoro-3,5-dimethylphenyl)-4-methyl-3-(2-oxo-3-phenylimidazolidin-1-yl)-2,4,6,7-tetrahydro-5H-pyrazolo[4,3-c]pyridine-5-carboxylate